C(C)(C)C1=C(C=CC=C1)N1/C(/SC(=CC1=O)C1=CC=CC=C1)=N/C(C1=C(C=CC=C1)C)=O (Z)-N-(3-(2-isopropylphenyl)-4-keto-6-phenyl-3,4-dihydro-2H-1,3-thiazin-2-ylidene)-2-methylbenzamide